(R)-3-((tert-butyldiphenylsilyl)oxy)-N-(1-(6-cyclopropylmethoxy-1H-indol-3-yl)propan-2-yl)-2,2-difluoropropan-1-amine [Si](C1=CC=CC=C1)(C1=CC=CC=C1)(C(C)(C)C)OCC(CN[C@@H](CC1=CNC2=CC(=CC=C12)OCC1CC1)C)(F)F